cyclohexadiene-o-diol C1(=C(C=CCC1)O)O